2-(furan-2-yl)-5-(3-((4-(4-nitrophenyl)piperazin-1-yl)methyl)piperidin-1-yl)-[1,2,4]triazolo[1,5-a][1,3,5]triazine-7-amine O1C(=CC=C1)C1=NN2C(N=C(N=C2N)N2CC(CCC2)CN2CCN(CC2)C2=CC=C(C=C2)[N+](=O)[O-])=N1